ICCCCCCCCS(=O)(=O)NC1=CC=C(C[C@H](N)C(=O)O)C=C1 p-((8-iodooctyl)sulfonamido)-L-phenylalanine